5-[4-amino-5-(trifluoromethyl)pyrrolo[2,1-f][1,2,4]triazin-7-yl]-N-[(3R,4S)-1-(2-cyclopentylacetyl)-4-fluoropyrrolidin-3-yl]-2-methylbenzamide NC1=NC=NN2C1=C(C=C2C=2C=CC(=C(C(=O)N[C@@H]1CN(C[C@@H]1F)C(CC1CCCC1)=O)C2)C)C(F)(F)F